BrC1=C2CC(CNC2=CC=N1)NC(OC(C)(C)C)=O tert-butyl (5-bromo-1,2,3,4-tetrahydro-1,6-naphthyridin-3-yl)carbamate